N[C@@H](CCC(=O)[O-])C(=O)OCCCCCCCCCCCCCCCCCCCCCC.[Na+] sodium behenyl glutamate